rac-2-(3,4-difluoro-2-methoxyphenyl)-N-(1,1,1-trifluoro-2-methyl-3-oxobutane-2-yl)acetamide FC=1C(=C(C=CC1F)CC(=O)N[C@@](C(F)(F)F)(C(C)=O)C)OC |r|